FC1=C(C(=C(C=C1OC)OC)F)N1C(N(C2=C(C1)C=NC(=C2)C=2C(=NN(C2)C)C)CC2CN(C(C2)=O)C)=O 3-(2,6-difluoro-3,5-dimethoxyphenyl)-7-(1,3-dimethyl-1H-pyrazol-4-yl)-1-((1-methyl-5-oxopyrrolidin-3-yl)methyl)-3,4-dihydropyrido[4,3-d]pyrimidin-2(1H)-one